N-{[3-(4-{[(3S,4R)-3-fluoro-1-methylpiperidin-4-yl]amino}-1-(2,2,2-trifluoroethyl)-1H-indol-2-yl)-1,2,4-oxadiazol-5-yl]methyl}-1-(oxolan-3-yl)-1H-pyrazole-4-carboxamide F[C@H]1CN(CC[C@H]1NC1=C2C=C(N(C2=CC=C1)CC(F)(F)F)C1=NOC(=N1)CNC(=O)C=1C=NN(C1)C1COCC1)C